[1-(methoxycarbonyl)cyclopentyl]methylammonium chloride [Cl-].COC(=O)C1(CCCC1)C[NH3+]